C1N(CC2=CC=CC=C12)[C@H]1[C@H](CCC1)OC=1C=C2CN(C(C2=CC1)=O)C1C(NC(CC1)=O)=O 3-(5-(((1S,2R)-2-(isoindolin-2-yl)cyclopentyl)oxy)-1-oxoisoindolin-2-yl)piperidine-2,6-dione